N-(3-(t-butoxydimethylsilyl)propyl)piperazine C(C)(C)(C)O[Si](CCCN1CCNCC1)(C)C